(oxo-4H-quinolin-1-yl)-ethyl acetate C(C)(=O)OCCN1C=CC(C2=CC=CC=C12)=O